[3-(ethylamino)propyl]triethoxysilane C(C)NCCC[Si](OCC)(OCC)OCC